C(C)(C)(C)OC(N(CCCCNS(=O)(=O)C1=C(C=CC=C1)[N+](=O)[O-])C)=O N-methyl-N-[4-(2-nitrobenzenesulfonamido)butyl]carbamic acid tert-butyl ester